N-(4-bromophenyl)-N-(4-(5-(difluoromethyl)-1,3,4-oxadiazol-2-yl)-2-fluorobenzyl)methanesulfonamide BrC1=CC=C(C=C1)N(S(=O)(=O)C)CC1=C(C=C(C=C1)C=1OC(=NN1)C(F)F)F